1-vinyloxy-2,5-dimethylbenzene C(=C)OC1=C(C=CC(=C1)C)C